C1(CC1)C1=NN(C=N1)C1CC2(CN(C2)C(=O)N2CC(C2)C=2C=NC(=CC2)N2CC(C2)(C)O)C1 [6-(3-cyclopropyl-1,2,4-triazol-1-yl)-2-azaspiro[3.3]heptan-2-yl]-[3-[6-(3-hydroxy-3-methyl-azetidin-1-yl)-3-pyridinyl]azetidin-1-yl]methanone